4-(2-methoxyphenyl)sulfanyl-6-[1-[(3S)-3-piperidyl]pyrazol-4-yl]pyrazolo[1,5-a]pyridine-3-carbonitrile COC1=C(C=CC=C1)SC=1C=2N(C=C(C1)C=1C=NN(C1)[C@@H]1CNCCC1)N=CC2C#N